4,12-dipropyl-2,2,10,10-tetramethyl-1,7,9,15-tetraoxa-4,12-diaza-8-stannaspiro[7.7]pentadecane C(CC)N1CC(O[Sn]2(OCC1)OC(CN(CCO2)CCC)(C)C)(C)C